cobalt phosphate lithium vanadium phosphate P(=O)([O-])([O-])[O-].[V+5].[Li+].P(=O)([O-])([O-])[O-].[Co+2]